CC1=NC(=CC(=C1)[C@@H](C)NC(=O)C=1N=NC=C(C1N1C[C@]2(CCCN2)CC1)C1=CC(=CC(=C1)F)F)C N-[(R)-1-(2,6-dimethyl-4-pyridyl)ethyl]-4-{(S)-1,7-diaza-7-spiro[4.4]nonyl}-5-(3,5-difluorophenyl)-3-pyridazinecarboxamide